CC12C(CC(CC1)C2(C)C)C 1,2,7,7-tetramethylbicyclo(2.2.1)heptane